FC1=C(C(=O)NC(COC)(C)C)C=C(C=C1)OC 2-fluoro-5-methoxy-N-(1-methoxy-2-methylpropan-2-yl)benzamide